CN(CCNC(NC1=CC=C(C=C1)C=1C=CC2=C(N(C=N2)C2=CC=C(C=C2)NC(C(C)C)=O)C1)=O)C N-(4-(6-(4-(3-(2-(dimethylamino)ethyl)ureido)phenyl)-1H-benzo[d]imidazol-1-yl)phenyl)isobutyramide